ethyl (S)-2-((1-phenylethyl) amino)-cyclopent-1-ene-1-carboxylate C1(=CC=CC=C1)[C@H](C)NC1=C(CCC1)C(=O)OCC